C[SiH](C)[Zr](C1CCC2CC=CC=C12)C1CCC2CC=CC=C12 racemic-dimethylsilylbis(tetrahydroindenyl)zirconium